6-[3-chloro-4-[(2,2-difluoroacetyl)-isopropyl-amino]phenyl]-N-(3-pyridylmethyl)pyridine-3-carboxamide ClC=1C=C(C=CC1N(C(C)C)C(C(F)F)=O)C1=CC=C(C=N1)C(=O)NCC=1C=NC=CC1